C1C(CC2=CC=CC=C12)NC1=NC=C(C=N1)C=1C(=NN(C1)CC(=O)N1CC2=C(CC1)NN=N2)OCCN2CCNCC2 2-(4-{2-[(2,3-dihydro-1H-inden-2-yl)amino]pyrimidin-5-yl}-3-[2-(piperazin-1-yl)ethoxy]-1H-pyrazol-1-yl)-1-{1H,4H,5H,6H,7H-[1,2,3]triazolo[4,5-c]pyridin-5-yl}ethan-1-one